1-(6-nitroquinazolin-4-yl)piperidine-3-carboxylic acid methyl ester COC(=O)C1CN(CCC1)C1=NC=NC2=CC=C(C=C12)[N+](=O)[O-]